2-(7-{5-chloro-2-[(oxan-4-yl)amino]pyrimidin-4-yl}-1-oxo-1,2,3,4-tetrahydroisoquinolin-2-yl)-N-[(1S)-2-hydroxy-1-(3-methoxyphenyl)ethyl]acetamide ClC=1C(=NC(=NC1)NC1CCOCC1)C1=CC=C2CCN(C(C2=C1)=O)CC(=O)N[C@H](CO)C1=CC(=CC=C1)OC